CN1C[C@H](CC1)C1=NC2=C(N1)C=CC=C2 2-[(3S)-1-methyl-3-pyrrolidinyl]-1H-benzimidazole